2-(6-((4-(2-chlorothieno[3,2-d]pyrimidine-4-yl)-1H-pyrazol-1-yl)methyl)pyridin-2-yl)propan-2-ol ClC=1N=C(C2=C(N1)C=CS2)C=2C=NN(C2)CC2=CC=CC(=N2)C(C)(C)O